CC=1N=C(N=NC1C1=C(C=C(C=C1)C(F)(F)F)O)N[C@H]1CNCCC1 2-[5-methyl-3-[[(3R)-3-piperidinyl]amino]-1,2,4-triazin-6-yl]-5-(trifluoromethyl)phenol